FC(C=1C(=NC(=NC1)NC1=C(C=C(C=C1)N1CCN(CC1)C)CC)NCCCN1C(OCCC1)=O)F 3-(3-((5-(difluoromethyl)-2-((2-ethyl-4-(4-methylpiperazin-1-yl)phenyl)amino)pyrimidin-4-yl)amino)propyl)-1,3-oxazinan-2-one